2-(6-amino-5-(8-(2-(trans-3-(piperidin-4-yloxy)cyclobutoxy)pyridin-4-yl)-3,8-diazabicyclo[3.2.1]octan-3-yl)pyridazin-3-yl)phenol hydrochloride Cl.NC1=C(C=C(N=N1)C1=C(C=CC=C1)O)N1CC2CCC(C1)N2C2=CC(=NC=C2)O[C@@H]2C[C@H](C2)OC2CCNCC2